C(#N)C=1C(=NC=CN1)N[C@H](C(=O)O)CCN(CCCCC1=NC=2NCCCC2C=C1)CCOC1=CC=C(C=C1)F (S)-2-((3-cyanopyrazin-2-yl)amino)-4-((2-(4-fluorophenoxy)ethyl)(4-(5,6,7,8-tetrahydro-1,8-naphthyridin-2-yl)butyl)amino)butanoic acid